4-[6-(2-Cyano-benzyl)-3-hydroxy-pyridin-2-yl]-4-oxo-butyric acid ethyl ester C(C)OC(CCC(=O)C1=NC(=CC=C1O)CC1=C(C=CC=C1)C#N)=O